ClC=1C=C(C=CC1C(F)(F)F)C(C)C1=CC=2NC3=CC=CC=C3SC2C=C1 2-(1-(3-chloro-4-(trifluoromethyl)phenyl)ethyl)-10H-phenothiazine